[3-[[1-(1,3-benzothiazol-2-yl)-2-(3-carbamimidoylphenyl)ethyl]sulfamoyl]phenyl]-2-methyl-oxazole-4-carboxamide S1C(=NC2=C1C=CC=C2)C(CC2=CC(=CC=C2)C(N)=N)NS(=O)(=O)C=2C=C(C=CC2)C2=C(N=C(O2)C)C(=O)N